C(C1=CC=CC=C1)OCCC1=NC(=C(C(=O)N)C(=C1C=1OC(=NN1)C)C=1SC(=CC1)C(NCC1=CC(=C(C=C1)F)F)=O)CC(C)C 6-(2-(benzyloxy)ethyl)-4-(5-((3,4-difluorobenzyl)carbamoyl)thiophen-2-yl)-2-isobutyl-5-(5-methyl-1,3,4-oxadiazol-2-yl)nicotinamide